FC1(C(NC(CC1)=O)=O)C1=CC(N(C=C1)C1CCN(CC1)C(=O)OC(C)(C)C)=O tert-butyl 4-(4-(3-fluoro-2,6-dioxopiperidin-3-yl)-2-oxopyridin-1(2H)-yl)piperidine-1-carboxylate